N-methyl-N,N-dihexadecylammonium [tetrakis(perfluorophenyl)borate] FC1=C(C(=C(C(=C1F)F)F)F)[B-](C1=C(C(=C(C(=C1F)F)F)F)F)(C1=C(C(=C(C(=C1F)F)F)F)F)C1=C(C(=C(C(=C1F)F)F)F)F.C[NH+](CCCCCCCCCCCCCCCC)CCCCCCCCCCCCCCCC